malic acid-2-hydroxy-4-methylthiobutanoic acid salt OC(C(=S)O)CCC.C(C(O)CC(=O)O)(=O)O